5-hydroxy-6-methoxy-7-hydroxy-4'-fluoroflavone OC1=C2C(C=C(OC2=CC(=C1OC)O)C1=CC=C(C=C1)F)=O